(3S)-1-(3-chloro-6-(trifluoromethyl)-2-pyridinyl)-N-((1R,2R,4S)-7-cyano-7-azabicyclo[2.2.1]heptan-2-yl)-3-pyrrolidinecarboxamide ClC=1C(=NC(=CC1)C(F)(F)F)N1C[C@H](CC1)C(=O)N[C@H]1[C@H]2CC[C@@H](C1)N2C#N